N1(CCOCC1)C(=O)C1=CC=C2CC(N(C2=C1)CC1=CC=NC=C1)=O 6-(morpholine-4-carbonyl)-1-(pyridin-4-ylmethyl)indol-2-one